6-(3-Fluoro-5-isopropoxyphenyl)-N-(1H-pyrazol-3-ylsulfonyl)-2-(2,4,6-trimethylphenoxy)pyridin-3-carboxamid FC=1C=C(C=C(C1)OC(C)C)C1=CC=C(C(=N1)OC1=C(C=C(C=C1C)C)C)C(=O)NS(=O)(=O)C1=NNC=C1